BrC1=C(OC2=C(OC(C(=O)OC)OC)C=CC=C2)C=C(C(=C1)F)N1C(N(C(=CC1=O)C(F)(F)F)C)=O methyl 2-[2-[2-bromo-4-fluoro-5-[3-methyl-2,6-dioxo-4-(trifluoromethyl)pyrimidin-1-yl]phenoxy]phenoxy]-2-meth-oxy-acetate